7-(2-fluoropropoxy)-3-(2H-isoindol-2-yl)isoquinoline racemic-tert-butyl-N-[5-[[2-[2-(1H-indazol-5-yl)-1-piperidyl]-2-oxo-acetyl]amino]-3-methyl-2-pyridyl]carbamate C(C)(C)(C)OC(NC1=NC=C(C=C1C)NC(C(=O)N1[C@H](CCCC1)C=1C=C2C=NNC2=CC1)=O)=O.FC(COC1=CC=C2C=C(N=CC2=C1)N1C=C2C=CC=CC2=C1)C |r|